FC=1C=C(C=C(C1)F)C=1C2=C(N=CN1)C(=C(S2)C(=O)N[C@H]2CCOC1=C2C=CC=C1)N(C)C 4-(3,5-difluorophenyl)-N-[(4S)-3,4-dihydro-2H-1-benzopyran-4-yl]-7-(dimethylamino)thieno[3,2-d]pyrimidine-6-carboxamide